N-(3-bromo-4-fluorobenzenesulfonyl)-2,4-dichlorobenzamide BrC=1C=C(C=CC1F)S(=O)(=O)NC(C1=C(C=C(C=C1)Cl)Cl)=O